C(CCC)N1CC(C1)OC1=CC=C(C=C1)[C@@H]1[C@@H](N(CC=2C3=C(C=CC12)NN=C3)C)CC(C)C.[F].[Ge] Germanium fluorine (6S,7S)-6-(4-((1-butylazetidin-3-yl)oxy)phenyl)-7-isobutyl-8-methyl-6,7,8,9-tetrahydro-3H-pyrazolo[3,4-H]Isoquinoline